FC(C=1C=C(C=C(C1)NC1=NC(=CC=C1NC(C)C)C)NC1=NC(=CC=C1NC(C)C)C)(F)F N2,N2'-(5-(trifluoromethyl)-1,3-phenylene)bis(N3-isopropyl-6-methylpyridine-2,3-diamine)